2-amino-N-(4-(6-((cis)-2,6-dimethylmorpholino)pyridin-2-yl)thiazol-2-yl)acetamide hydrochloride salt Cl.NCC(=O)NC=1SC=C(N1)C1=NC(=CC=C1)N1C[C@@H](O[C@@H](C1)C)C